BrC=1C=C2C=NC=NC2=C(C1)I 6-bromo-8-iodoquinazoline